C(C1=CC=CC=C1)(=O)N[C@@H](C1=CC=CC=C1)C(=O)O.COC=1C=C(C=CC1)[C@@H](C)N (R)-1-(3-methoxyphenyl)ethylamine benzoyl-L-phenylglycinate